9-(2-hydroxy-3-nonyl)adenine OC(C)C(CCCCCC)N1C2=NC=NC(=C2N=C1)N